2-(4-(1-amino-2-hydroxyethyl)-2-fluorophenyl)-N-(3-(4-fluoropiperidin-1-yl)propyl)benzo[d]imidazo[2,1-b]thiazole-7-carboxamide diformate C(=O)O.C(=O)O.NC(CO)C1=CC(=C(C=C1)C=1N=C2SC3=C(N2C1)C=CC(=C3)C(=O)NCCCN3CCC(CC3)F)F